C(C)N(CCCC1=CC=CC=C1)CCCCC1=CC=CC=C1 Ethyl-(4-phenylbutyl)(3-phenylpropyl)amine